[N+](=O)([O-])C1=C(C=CC=C1)C=CC=NC1=CC=CC=C1 3-(2-nitrophenyl)-N-phenylprop-2-en-1-imine